ClC=1C=C(OC2CCC(CC2)NC(=O)C=2C=NC(=NC2)N2CCC(CC2)C(=O)N2CCC(CC2)N2C=CC3=C(C=CC=C23)N2C(NC(CC2)=O)=O)C=CC1C#N N-((1r,4r)-4-(3-Chloro-4-cyanophenoxy)cyclohexyl)-2-(4-(4-(4-(2,4-dioxotetrahydropyrimidin-1(2H)-yl)-1H-indol-1-yl)piperidine-1-carbonyl)piperidin-1-yl)pyrimidine-5-carboxamide